FC(C(=O)O)(F)F.ClC=1C=C(C=CC1)NC(=O)C1=CC2=C(N=C(N=C2)NC2=NC=C(C=C2)N2CCNCC2)N1C1CCCC1 N-(3-chlorophenyl)-7-cyclopentyl-2-((5-(piperazin-1-yl)pyridin-2-yl)amino)-7H-pyrrolo[2,3-d]pyrimidine-6-carboxamide trifluoroacetate